C(C1=CC=CC=C1)OC(=O)N1CCC(=CC1)C1=CC2=C(NC(O2)=O)C=C1 4-(2-oxo-3H-1,3-benzoxazol-6-yl)-3,6-dihydro-2H-pyridine-1-carboxylic acid benzyl ester